tert-butyl [3-formyl-2-(tetrahydro-2H-pyran-4-yl)pyridin-4-yl]carbamate C(=O)C=1C(=NC=CC1NC(OC(C)(C)C)=O)C1CCOCC1